4-(2-tert-butoxycarbonyl-3,4-dihydro-1H-isoquinolin-6-yl)-7-[4-fluoro-2-(2-methoxyethoxy)phenyl]thieno[3,2-c]pyridine-6-carboxylic acid C(C)(C)(C)OC(=O)N1CC2=CC=C(C=C2CC1)C1=NC(=C(C2=C1C=CS2)C2=C(C=C(C=C2)F)OCCOC)C(=O)O